N-Cyclopropyl-3-[1-(7-ethoxy-imidazo[1,2-a]pyridin-3-yl)-1H-pyrazol-4-yl]-4-methyl-benzamide C1(CC1)NC(C1=CC(=C(C=C1)C)C=1C=NN(C1)C1=CN=C2N1C=CC(=C2)OCC)=O